(E)-N-(4-(6-(Dimethylamino)pyridin-3-yl)benzyl)-4-hydroxy-N-(3-(2-(oxazol-2-yl)vinyl)phenyl)cyclohexanecarboxamide CN(C1=CC=C(C=N1)C1=CC=C(CN(C(=O)C2CCC(CC2)O)C2=CC(=CC=C2)\C=C\C=2OC=CN2)C=C1)C